BrC1=CC=CC(=N1)C1=NC2=CC(=NC=C2C=C1)CNC(C1=CC(=C(C=C1)C)S(=O)(=O)C)=O N-((2-(6-bromopyridin-2-yl)-1,6-naphthyridin-7-yl)methyl)-4-methyl-3-(methylsulfonyl)benzamide